ClC=1C=CC(=NC1)C1=CN(CCC1)C(=O)OCC1=CC=CC=C1 benzyl 5-chloro-5',6'-dihydro[2,3'-bipyridine]-1'(4'H)-carboxylate